ClC1=C(C(=C(C=C1Cl)C(C)O)OC)C1CN(C1)C(=O)OC(C)(C)C tert-Butyl 3-[2,3-dichloro-5-(1-hydroxyethyl)-6-methoxyphenyl]azetidine-1-carboxylate